5-(((1s,3s)-3-((tert-butyldimethylsilyl)oxy)cyclobutyl)methoxy)-1,3,4-thiadiazol-2-amine [Si](C)(C)(C(C)(C)C)OC1CC(C1)COC1=NN=C(S1)N